(5Z,8e)-5-(2-hydroxyethylidene)-9,13-dimethyltetradeca-8,12-dien-2-one OC\C=C(/CCC(C)=O)\CC\C=C(\CCC=C(C)C)/C